FC1=C(C=C(C=C1)C1=NOC(=C1)C(=O)N1CC(CC1)C1=CC=CC=C1)OC (3-(4-fluoro-3-methoxyphenyl)isoxazol-5-yl)(3-phenylpyrrolidin-1-yl)methanone